3-(7,7-difluoro-8-hydroxy-1-(trifluoromethyl)-5,6,7,8-tetrahydroindolizin-3-yl)-5-fluorobenzonitrile FC1(CCN2C(=CC(=C2C1O)C(F)(F)F)C=1C=C(C#N)C=C(C1)F)F